1,6-hexanediol bis[3-(3,5-di-t-butyl-4-hydroxyphenyl)propionate] C(C)(C)(C)C=1C=C(C=C(C1O)C(C)(C)C)CCC(=O)OCCCCCCOC(CCC1=CC(=C(C(=C1)C(C)(C)C)O)C(C)(C)C)=O